C(#N)COC=1C=C(C=CC1NCC#CC=1N(C2=CC=CC(=C2C1)NC1CCC(CC1)N(C)C)CC(F)(F)F)S(=O)(=O)N 3-(cyanomethoxy)-4-{[3-(4-{[(1S,4S)-4-(dimethylamino)cyclohexyl]amino}-1-(2,2,2-trifluoroethyl)-1H-indol-2-yl)prop-2-yn-1-yl]amino}benzene-1-sulfonamide